O=C(CCC=1N=C(N(C1)C1=CC=CC=C1)NC(C1=CC(=CC=C1)C=1C(=NN(C1)COCC[Si](C)(C)C)C(F)(F)F)=O)NC1=CC=CC=C1 N-(4-(3-oxo-3-(phenylamino)propyl)-1-phenyl-1H-imidazol-2-yl)-3-(3-(trifluoromethyl)-1-((2-(trimethylsilyl)ethoxy)methyl)-1H-pyrazol-4-yl)benzamide